N-(2-(difluoromethyl)pyridin-4-yl)-4-methyl-1,1a,6,6a-tetrahydrocyclopropa[b]pyrrolizine-3-carboxamide FC(C1=NC=CC(=C1)NC(=O)C=1N2C3C(CC2=CC1C)C3)F